C(C)(C)(C)OC(=O)N1C(C(CC1)N(C)C1=NC(=NC2=C(C(=C(C=C12)Cl)Br)I)Cl)C 3-[(7-bromo-2,6-dichloro-8-iodo-quinazolin-4-yl)-methyl-amino]-2-methyl-pyrrolidine-1-carboxylic acid tert-butyl ester